Di-i-propyldimethoxysilane C(C)(C)[Si](OC)(OC)C(C)C